(S)-1-(tetrahydrofuran-3-yl)-4-(4,4,5,5-tetramethyl-1,3,2-dioxaborolan-2-yl)-1H-pyrazole O1C[C@H](CC1)N1N=CC(=C1)B1OC(C(O1)(C)C)(C)C